C(CC)OC(C(CCCCCCCCCCCCCCCC)O)=O.C(C1=CC=CC=C1)OC1CC(C1)(F)C=1SC(=C(N1)C(F)(F)F)[Sn](CCCC)(CCCC)CCCC 2-((1r,3r)-3-(benzyloxy)-1-fluorocyclobutyl)-5-(tributylstannyl)-4-(trifluoromethyl)thiazole propyl-alpha-hydroxystearate